N-[3-ethylsulfonyl-2-[1-(2,2,3,3,3-pentafluoropropyl)pyrazolo[3,4-c]pyridin-5-yl]indazol-6-yl]-2,2,2-trifluoro-N-methyl-acetamide C(C)S(=O)(=O)C=1N(N=C2C=C(C=CC12)N(C(C(F)(F)F)=O)C)C=1C=C2C(=CN1)N(N=C2)CC(C(F)(F)F)(F)F